(4-chloroquinolin-6-yl)acetic acid ClC1=CC=NC2=CC=C(C=C12)CC(=O)O